ClC1([C@H]([C@@H]1C1=CC(=CC(=C1)Cl)Cl)C(=O)NC1=CC(=C(C=C1)Cl)C(=O)NN=CC=1SC=CN1)Cl Trans-2,2-dichloro-N-(4-chloro-3-(2-(thiazol-2-ylmethylene)hydrazine-1-carbonyl)phenyl)-3-(3,5-dichlorophenyl)cyclopropane-1-carboxamide